4-((S)-2-(dimethylamino)-3-(3-((S)-1-phenylethyl)ureido)propyl)benzamide CN([C@@H](CC1=CC=C(C(=O)N)C=C1)CNC(=O)N[C@@H](C)C1=CC=CC=C1)C